3-methyl-furane CC1=COC=C1